CN1C=C(C=2C1=CN=C(C2)NC(C)=O)C=2SC(=C(N2)[C@@H]2COCC2)C |r| rac-(R)-N-(1-methyl-3-(5-methyl-4-(tetrahydrofuran-3-yl)thiazol-2-yl)-1H-pyrrolo[2,3-c]pyridin-5-yl)acetamide